2-[4-[[4-[(3-hydroxycyclobutyl)amino]-5-(trifluoromethyl)pyrimidin-2-yl]amino]indazol-1-yl]-2-methyl-propanenitrile OC1CC(C1)NC1=NC(=NC=C1C(F)(F)F)NC1=C2C=NN(C2=CC=C1)C(C#N)(C)C